magnesium compound with water O.[Mg]